(R)-N-methyl-3-((4-oxo-4,5-dihydropyrazolo[1,5-a]pyrido[3,2-e]pyrazin-7-yl)methyl)-1,2,3,4,4a,5-hexahydropyrazino[1,2-d]pyrido[2,3-b][1,4]oxazine-8-carboxamide CNC(=O)C=1C=CC2=C(OC[C@@H]3N2CCN(C3)CC3=CC=2NC(C=4N(C2N=C3)N=CC4)=O)N1